N-[1-[3-(benzotriazol-2-yl)pyrazin-2-yl]ethyl]-3,5-bis(trifluoromethyl)benzamide N=1N(N=C2C1C=CC=C2)C=2C(=NC=CN2)C(C)NC(C2=CC(=CC(=C2)C(F)(F)F)C(F)(F)F)=O